(cyclopropylmethyl)-N-methyl-N-phenyl-1,2,3,4-tetrahydroisoquinoline-7-amine hydrochloride Cl.C1(CC1)CC1NCCC2=CC=C(C=C12)N(C1=CC=CC=C1)C